CC1(CNCCC1)COC1=CC=NC2=CC(=C(C=C12)OC(C)C)C(=O)N 4-[(3-methylpiperidin-3-yl)methoxy]-6-(prop-2-yloxy)quinoline-7-carboxamide